5-((Tert-butyldiphenylsilyl)oxy)-3-(chloromethyl)-1-methyl-1H-pyrazole [Si](C1=CC=CC=C1)(C1=CC=CC=C1)(C(C)(C)C)OC1=CC(=NN1C)CCl